2-Methylene-1,4,6-trioxaspiro[4.4]nonane C=C1OC2(OC1)OCCC2